3-((4-(4-(3-((4-((5-(trifluoromethyl)-pyrimidin-2-yl)amino)piperidin-1-yl)sulfonyl)benzyl)piperazin-1-yl)phenyl)amino)piperidine-2,6-dione FC(C=1C=NC(=NC1)NC1CCN(CC1)S(=O)(=O)C=1C=C(CN2CCN(CC2)C2=CC=C(C=C2)NC2C(NC(CC2)=O)=O)C=CC1)(F)F